Cl.Cl.C(C)OC(CN(C)CC=1C=CC(=NC1)C(=O)O)=O 5-{[(2-Ethoxy-2-oxoethyl)(methyl)amino]methyl}pyridine-2-carboxylic acid dihydrochloride